FC=1C=C2C[C@@H](COC2=CC1F)NS(=O)(=O)C1=CC(=C(N1)C)C(=O)OCC Ethyl (S)-5-(N-(6,7-difluorochroman-3-yl)sulfamoyl)-2-methyl-1H-pyrrole-3-carboxylate